(Z)-4-methoxy-N-(tosyloxy)benzimidoyl cyanide COC1=CC=C(/C(=N/OS(=O)(=O)C2=CC=C(C)C=C2)/C#N)C=C1